(2s,3s)-hydroxypicolinic acid OC=1C(=NC=CC1)C(=O)O